1-(3-((2-((1-(1-isobutylazetidin-3-yl)-3-methyl-1H-pyrazol-4-yl)amino)-5-(trifluoromethyl)pyrimidin-4-yl)amino)propyl)piperidin-2-one C(C(C)C)N1CC(C1)N1N=C(C(=C1)NC1=NC=C(C(=N1)NCCCN1C(CCCC1)=O)C(F)(F)F)C